Rhenium-Tantalum [Ta].[Re]